(1r,3R,5'S,7a'R)-5'-(3,5-difluorophenyl)-3-[([1,2,4]triazolo[1,5-a]pyridin-5-yl)oxy]tetrahydro-3'H-spiro[cyclobutane-1,2'-pyrrolo[2,1-b][1,3]oxazol]-3'-one FC=1C=C(C=C(C1)F)[C@@H]1CC[C@H]2OC3(C(N21)=O)CC(C3)OC3=CC=CC=2N3N=CN2